CN(\C=C(/C(C(=O)OCC)=O)\C(C1=CC(=CC=C1)C(F)(F)F)=O)C ethyl (Z)-4-(dimethylamino)-2-oxo-3-(3-(trifluoromethyl)benzoyl)but-3-enoate